(2R,3S)-2-(3-(5-chloro-7-(2-methylthiophen-3-yl)-1H-benzo[d]imidazol-1-yl)propyl)piperidin-3-ol dihydrochloride Cl.Cl.ClC1=CC2=C(N(C=N2)CCC[C@H]2NCCC[C@@H]2O)C(=C1)C1=C(SC=C1)C